N-[6-(4-carbamoyl-4-methyl-1-piperidyl)-2,2-dimethyl-3H-benzofuran-5-yl]pyrazolo[1,5-a]pyrimidine-3-carboxamide C(N)(=O)C1(CCN(CC1)C1=CC2=C(CC(O2)(C)C)C=C1NC(=O)C=1C=NN2C1N=CC=C2)C